BrC=1C=NC=2N(C1)N=C(N2)CO (6-bromo-[1,2,4]triazolo[1,5-a]pyrimidin-2-yl)methanol